4,5-diethyl-2-cyclohexenone C(C)C1C=CC(CC1CC)=O